COCCNC1=NC(=CC=C1N)OC β-methoxyethylamino-3-amino-6-methoxypyridine